tert.-Butylchlorid C(C)(C)(C)Cl